3'-amino-2',3'-dideoxycytidine N[C@H]1C[C@@H](O[C@@H]1CO)N1C(=O)N=C(N)C=C1